bisphenylphosphine chloride [Cl-].C1(=CC=CC=C1)PC1=CC=CC=C1